3-(4-(Ethylsulfonyl)phenyl)-5-(7-methyl-7-((R)-2-methylpyrrolidin-1-yl)-6,7,8,9-tetrahydro-5H-benzo[7]annulen-2-yl)-1H-pyrazolo[3,4-b]pyridine C(C)S(=O)(=O)C1=CC=C(C=C1)C1=NNC2=NC=C(C=C21)C=2C=CC1=C(CCC(CC1)(N1[C@@H](CCC1)C)C)C2